2,3-dibromobut-2-ene-1,4-diyl bis(2-methylpropanoate) CC(C(=O)OCC(=C(COC(C(C)C)=O)Br)Br)C